FC1=C(C(=CC=C1)F)C1=CC(=CC2=C1C(=NO2)N2C(N1[C@H](CC2)C([C@@H](C1)NS(=O)(=O)CF)(F)F)=O)F N-{(4aR,6R)-2-[4-(2,6-difluorophenyl)-6-fluoro-1,2-benzoxazol-3-yl]-5,5-difluoro-1-oxooctahydropyrrolo[1,2-c]pyrimidin-6-yl}-1-fluoromethanesulfonamide